COC=1C=C(C=C(C1OC)OC)C(CC(=C)N=[N+]=[N-])(O)C=1SC2=C(N1)C=CC=C2 1-(3,4,5-trimethoxyphenyl)-3-azido-1-(benzothiazol-2-yl)but-3-en-1-ol